6,6,6-trifluorohexylamine FC(CCCCCN)(F)F